C(C)(C)(C)OC(=O)CCCCCOC=1C=C(C=CC1)CC(=O)O 2-(3-(5-(tert-butoxycarbonyl)pentyloxy)phenyl)acetic acid